OC1(C(C=CC=C1)O)OC 1,2-dihydroxyanisole